(R)-6,7-dihydroxy-1,1-dimethylisochroman-3-carboxylic acid OC=1C=C2C[C@@H](OC(C2=CC1O)(C)C)C(=O)O